rac-(1R,6R)-2-(2-(4-Chloro-2-fluorophenyl)-2-methylbenzo[d][1,3]dioxol-4-yl)-2,5-diazabicyclo[4.2.0]octane ClC1=CC(=C(C=C1)C1(OC2=C(O1)C=CC=C2N2[C@@H]1CC[C@H]1NCC2)C)F |r|